Zinc cobalt(III) [Co+3].[Zn+2]